C(C1=CC=CC=C1)N1C[C@](N(CC1)C1=NN(C(=C1I)C)C1CC2(CN(C2)C(=O)OC(C)(C)C)C1)(C)COC Tert-butyl (R)-6-(3-(4-benzyl-2-(methoxymethyl)-2-methylpiperazin-1-yl)-4-iodo-5-methyl-1H-pyrazol-1-yl)-2-azaspiro[3.3]heptane-2-carboxylate